N1(CCNCC1)C=1C=C2CN3C(C2=CC1)CN(CC3)C3=C1C=CC=NC1=C(C=C3)C#N 5-(8-piperazin-1-yl-3,4,6,10b-tetrahydro-1H-pyrazino[2,1-a]isoindol-2-yl)quinoline-8-carbonitrile